FC(C(C)(O)C)(C1=C(C(=CC=C1)[C@@H](C)NC=1C2=C(N=C(N1)C)N=C(C(=C2)N2CCN(CC2)C)OC)F)F (R)-1,1-difluoro-1-(2-fluoro-3-(1-((7-methoxy-2-methyl-6-(4-methylpiperazin-1-yl)pyrido[2,3-d]pyrimidin-4-yl)amino)ethyl)phenyl)-2-methylpropan-2-ol